(R or S)-5-(2-(3-(2-(5-fluoro-thiophen-2-yl)ethyl)-3-((1,1,2,2-tetrafluoro-ethoxy)methyl)pyrrolidin-1-yl)propan-2-yl)-2-methylpyridine FC1=CC=C(S1)CC[C@@]1(CN(CC1)C(C)(C)C=1C=CC(=NC1)C)COC(C(F)F)(F)F |o1:8|